2,2',3,3',4,5,5',6,6'-nonafluorobiphenyl FC1=C(C(=C(C(=C1F)F)F)F)C1=C(C(=CC(=C1F)F)F)F